C1OCC12CC(C2)C(=O)N2CC=1N=C(SC1C2)NC(=O)C=2C=NC(=CC2C2=CC(=NC=C2OC)Cl)C N-(5-(2-Oxa-spiro[3.3]heptane-6-carbonyl)-5,6-dihydro-4H-pyrrolo[3,4-d]thiazol-2-yl)-2'-chloro-5'-methoxy-6-methyl-[4,4'-bipyridine]-3-carboxamide